FC(C(=O)N=C1N(C=CC=C1)CC=1C=NC(=CC1)F)(F)F 2,2,2-trifluoro-N-[1-[(6-fluoro-3-pyridinyl)methyl]-2-pyridinylidene]acetamide